5-chloro-2-(1,3-dioxoisoindolin-2-yl)-4-methylpyridine 1-oxide ClC=1C(=CC(=[N+](C1)[O-])N1C(C2=CC=CC=C2C1=O)=O)C